2-(Phenyl-4-d)-1,4-oxazepane C1(=CC=C(C=C1)[2H])C1OCCCNC1